ClC1=C(C=2N=C(N=C(C2C=N1)N1C[C@](CCC1)(C)O)C(=O)NC(CN(C)C)C)F 7-chloro-N-(1-(dimethylamino)propan-2-yl)-8-fluoro-4-((R)-3-hydroxy-3-methylpiperidin-1-yl)pyrido[4,3-d]Pyrimidine-2-carboxamide